C(N)(=O)N[C@@H](CC(=O)O)CC1=C(C=C(C(=C1)F)F)F (R)-3-carbamoylamino-4-(2,4,5-trifluorophenyl)butyric acid